[C@H]12CN(C[C@H](CC1)N2)C2=NC(=NC1=C(C(=CC(=C21)C)C2=CC(=CC1=CC=C(C(=C21)CC)F)O)F)OC[C@]21CCCN1C[C@@H](C2)F 4-(4-((1R,5S)-3,8-diazabicyclo[3.2.1]octan-3-yl)-8-fluoro-2-(((2R,7aS)-2-fluorotetrahydro-1H-pyrrolizin-7a(5H)-yl)methoxy)-5-methylquinazolin-7-yl)-5-ethyl-6-fluoronaphthalen-2-ol